2-(1-ethoxyvinyl)-4-fluoropyridine C(C)OC(=C)C1=NC=CC(=C1)F